C(#C)C=1C=NC2=C(C=C(C=C2C1)OC(C(=O)NCCF)OC)C 2-[(3-ethynyl-8-methyl-6-quinolyl)oxy]-N-(2-fluoroethyl)-2-methoxy-acetamide